(2-(benzyloxy)-4,6-dihydroxyphenyl)(4-((oxazol-4-ylmethyl)amino)isoindolin-2-yl)methanone C(C1=CC=CC=C1)OC1=C(C(=CC(=C1)O)O)C(=O)N1CC2=CC=CC(=C2C1)NCC=1N=COC1